FC1=CC=CC(=N1)S(=O)(=O)NC1=NC(=C(N=C1)N1N=C(C=C1)OCC(C(F)(F)F)(C)C)C1=C(C=CC=C1)CCCCCCNCC1COCCC1 6-fluoro-N-[6-[2-[6-(tetrahydropyran-3-ylmethylamino)hexyl]phenyl]-5-[3-(3,3,3-trifluoro-2,2-dimethyl-propoxy)pyrazol-1-yl]pyrazin-2-yl]pyridine-2-sulfonamide